O(S(=O)(=O)C(F)(F)F)C1=CCC2(OCCO2)CC1 1,4-dioxaspiro[4.5]dec-7-en-8-yl triflate